N-(5,6-dimethoxybenzothiazol-2-yl)-2-{4-[(2-methoxyethyl)sulfonyl]phenyl}acetamide COC=1C(=CC2=C(N=C(S2)NC(CC2=CC=C(C=C2)S(=O)(=O)CCOC)=O)C1)OC